C[C@H]1[C@@H]([C@H]([C@H]([C@@H](O1)OC[C@@H]2[C@H]([C@@H]([C@H]([C@@H](O2)OC3=CC4=C(C=C(C=C4[O+]=C3C5=CC(=C(C(=C5)O)O)O)O[C@H]6[C@@H]([C@H]([C@@H]([C@H](O6)CO)O)O)O)O)O)O)O)O)O)O The molecule is an anthocyanin cation consisting of delphinidin having a rutinosyl [6-deoxy-alpha-L-mannosyl-(1->6)-beta-D-glucosyl] residue attached at the 3-hydroxy position and a beta-D-glucosyl residue at the 7-hydroxy position. It is a rutinoside, a beta-D-glucoside, a disaccharide derivative and an anthocyanin cation. It derives from a delphinidin. It is a conjugate acid of a delphinidin 3-O-rutinoside-7-O-beta-D-glucoside betaine.